C(C)(C)(C)N1CC2(C1)SCC=1SC(=C(C12)C#N)N tert-butyl-2-amino-3-cyano-spiro[6H-thieno[3,4-b]thiophene-4,3'-azetidine]